(S)-2-((((9H-fluoren-9-yl)methoxy)carbonyl)amino)-3-(3-hydroxyphenyl)propanoic acid C1=CC=CC=2C3=CC=CC=C3C(C12)COC(=O)N[C@H](C(=O)O)CC1=CC(=CC=C1)O